C(C)OC1=CC=CC(=N1)C1=CC=C(C=C1)[C@H](C)N1N=CC2=CC=CC(=C12)C(=O)NC1CC2(CCC2)C1 (Sa)-6-(1-((S)-1-(4-(6-Ethoxypyridin-2-yl)phenyl)ethyl)-1H-indazol-7-carboxamido)spiro[3.3]heptan